CC1=CC=C(C=C1)S(=O)(=O)O.C12NCCCC2CNC1 2,8-diazabicyclo[4.3.0]nonane p-toluenesulfonate